racemic-3-(3-chloro-4-fluorophenyl)-1-(3-hydroxy-2-(hydroxymethyl)propyl)-1-(1-(1-oxo-1,2-dihydroisoquinolin-4-yl)ethyl)urea ClC=1C=C(C=CC1F)NC(N([C@H](C)C1=CNC(C2=CC=CC=C12)=O)CC(CO)CO)=O |r|